2-((R)-1-(1-(5-chloropyrimidin-2-yl)piperidin-4-yl)ethoxy)-6-(2-fluoro-4-(methylsulfonyl)phenyl)imidazo[2,1-b][1,3,4]thiadiazole ClC=1C=NC(=NC1)N1CCC(CC1)[C@@H](C)OC1=NN2C(S1)=NC(=C2)C2=C(C=C(C=C2)S(=O)(=O)C)F